OC1=CC=C(C=C1)C(C#N)(C1=CC=C(C=C1)C)C1=CC=C2C(=C(NC2=C1)C1=CC=CC=C1)C 2-(4-Hydroxyphenyl)-2-(3-methyl-2-phenyl-1H-indol-6-yl)-2-(p-tolyl)acetonitrile